eicosane-5,15-diol CCCCC(CCCCCCCCCC(CCCCC)O)O